4-azido-2,6-lutidine N(=[N+]=[N-])C1=CC(=NC(=C1)C)C